dimethyl-(2-acryloyloxyethyl)(4-sulfobutyl)ammonium C[N+](CCCCS(=O)(=O)O)(CCOC(C=C)=O)C